CC1(COB(OC1)C1=C(OC(C)C=2C=C(C=C3C(C(=C(OC23)N2CCC(CC2)(C)C)C)=O)C)C=CC=C1F)C 8-[1-[2-(5,5-dimethyl-1,3,2-dioxaborinan-2-yl)-3-fluoro-phenoxy]ethyl]-2-(4,4-dimethyl-1-piperidyl)-3,6-dimethyl-chromen-4-one